NC1=C2N=CN(C2=NC(=N1)F)[C@H]1C[C@@H]([C@@](O1)(C#C)CO[P@](=O)(OC1=CC=CC=C1)N[C@H](C(=O)OCCCCCCCCCCCCC)CC1=CC(=CC(=C1)F)F)O Tridecyl (S)-2-(((S)-(((2R,3S,5R)-5-(6-amino-2-fluoro-9H-purin-9-yl)-2-ethynyl-3-hydroxytetrahydrofuran-2-yl) methoxy)(phenoxy)phosphoryl)amino)-3-(3,5-difluorophenyl)propanoate